C1(=CC(=CC=C1)NC1=CC=C(C=C1)C1=CC=CC=C1)C1=CC=CC=C1 N-[1,1'-biphenyl]-3-yl-[1,1'-biphenyl]-4-amine